C1(=C2C(=CC=C1)O2)CC (S)-epoxyphenylethane